2-[4-[5-Amino-4-cyano-1-(1-methylcyclopropyl)pyrazol-3-yl]-3-fluorophenyl]prop-2-enoic acid methyl ester COC(C(=C)C1=CC(=C(C=C1)C1=NN(C(=C1C#N)N)C1(CC1)C)F)=O